2,3-difluoro-N-phenylbenzamide FC1=C(C(=O)NC2=CC=CC=C2)C=CC=C1F